FC(COS(=O)(=O)C1=CC=C(C)C=C1)(CC(CCC(C)C)C1=C(CCC1)C(=O)[O-])F 2-(2,2-difluoro-7-methyl-1-(tosyloxy)octan-4-yl)cyclopent-1-ene-1-carboxylate